2,2-difluoro-2-(3-(2-hydroxyethoxy)phenyl)acetic acid FC(C(=O)O)(C1=CC(=CC=C1)OCCO)F